COC1=C(C=CC=C1)C1=CC(=NC=C1C(=O)NC=1SC2=C(N1)CN(C2)C(=O)C2COC2)C 4-(2-methoxyphenyl)-6-methyl-N-(5-(oxetane-3-carbonyl)-5,6-dihydro-4H-pyrrolo[3,4-d]thiazol-2-yl)nicotinamide